N[C@@H]1C2=CC=CC=C2CC12CCN(CC2)C=2NC(C1=C(N2)NN=C1C1(CC1)C1=CC(=CC=C1)C1COCC1)=O 6-((S)-1-amino-1,3-dihydrospiro[indene-2,4'-piperidin]-1'-yl)-3-(1-(3-(tetrahydrofuran-3-yl)phenyl)cyclopropyl)-1,5-dihydro-4H-pyrazolo[3,4-d]pyrimidin-4-one